C(C)OC(=O)C=1C=C2C(N(C(C2=CC1)=O)C=1SC(=C(C1C#N)C1=CC=C(C=C1)OC)C)=O 2-[3-Cyano-4-(4-methoxyphenyl)-5-methylthiophen-2-yl]-1,3-dioxo-2,3-dihydro-1H-isoindole-5-carboxylic acid ethyl ester